2-(2,6-dioxopiperidin-3-yl)-5-(5-((1-(2-(4-(1,2-diphenylbut-1-en-1-yl)phenoxy)ethyl)piperidin-4-yl)methyl)-2,5-diazabicyclo[2.2.1]heptan-2-yl)isoindoline-1,3-dione O=C1NC(CCC1N1C(C2=CC=C(C=C2C1=O)N1C2CN(C(C1)C2)CC2CCN(CC2)CCOC2=CC=C(C=C2)C(=C(CC)C2=CC=CC=C2)C2=CC=CC=C2)=O)=O